C(CCCCCCCC)C1=CC=C(CC2=NOC(=N2)CCCNC(OC(C)(C)C)=O)C=C1 tert-butyl (3-(3-(4-nonylbenzyl)-1,2,4-oxadiazol-5-yl)propyl)carbamate